CN1P(N(CC1)C)C1=CC=CC=C1 1,3-Dimethyl-2-phenyl-1,3,2-diazaphospholidin